IC1=NN(C=C1)C1=CC=C(C=C1)OC(F)(F)F 3-iodo-1-[4-(trifluoromethoxy)phenyl]pyrazole